ClC1=C(C=CC=2C(N3[C@@H](COC21)CNCC3)=O)C3=C2C=NNC2=CC=C3C (12aR)-10-chloro-9-(5-methyl-1H-indazol-4-yl)-1,2,3,4,12,12a-hexahydro-6H-pyrazino[2,1-c][1,4]benzoxazepin-6-one